C(C=C)OCCCCC1=CC=C(C=C1)CC=1C=C(C=CC1C)[C@]12[C@@H]([C@H]([C@@H]([C@](CO1)(O2)CI)OCC2=CC=CC=C2)OCC2=CC=CC=C2)OCC2=CC=CC=C2 (1S,2S,3S,4R,5S)-5-[3-[[4-(4-allyloxybutyl)phenyl]methyl]-4-methyl-phenyl]-2,3,4-tribenzyloxy-1-(iodomethyl)-6,8-dioxabicyclo[3.2.1]octane